N-((4-(3-methoxyphenyl)pyridin-2-yl)methyl)-4-methyl-3-(methylsulfonyl)benzamide COC=1C=C(C=CC1)C1=CC(=NC=C1)CNC(C1=CC(=C(C=C1)C)S(=O)(=O)C)=O